3-fluoro-5-((1,1,2,2,6,7-hexafluoro-8a-hydroxy-1,2,6,7,8,8a-hexahydroacenaphthylen-5-yl)oxy)benzonitrile FC=1C=C(C#N)C=C(C1)OC1=CC=C2C(C(C3(CC(C(C1=C32)F)F)O)(F)F)(F)F